tetrabromodipentaerythritol BrC(OC(C(CO)(CO)CO)(Br)Br)(C(CO)(CO)CO)Br